N-butyl-nicotinamide C(CCC)NC(C1=CN=CC=C1)=O